(4-(2-((ethylcyclopentyl)oxy)-2-oxoethoxy)-3,5-dimethylphenyl)diphenylsulfonium chloride [Cl-].C(C)C1(CCCC1)OC(COC1=C(C=C(C=C1C)[S+](C1=CC=CC=C1)C1=CC=CC=C1)C)=O